CC1(CCNCC1)C1=NOCC(O1)CNCCNC(CC)C(F)(F)F (4-methylpiperidin-4-yl)-5-((5-(trifluoromethyl)-1,4-diazaheptan-1-yl)methyl)-5,6-dihydro-1,4,2-dioxazine